C1(CC1)CN1CC(CCC1=O)C=1N(C2=C(C=NC=3C=CC(=CC23)C#N)N1)[C@H]1C[C@H](OCC1)C 2-[1-(cyclopropylmethyl)-6-oxopiperidin-3-yl]-1-[(2R,4R)-2-methyloxan-4-yl]-1H-imidazo[4,5-c]quinoline-8-carbonitrile